C12(C(=O)CC(CC1)C2(C)C)CS(=O)(=O)[O-].[NH+]2=CC=CC1=CC=CC=C21 quinolinium camphorsulfonate